ClC1=C(C=CC=C1OCC(=O)N(C)C)N1N=CC2=C1COC[C@@H]2NC(=O)C=2N=CN1C2CCCC1 (R)-N-(1-(2-chloro-3-(2-(dimethylamino)-2-oxoethoxy)phenyl)-1,4,5,7-tetrahydropyrano[3,4-c]pyrazol-4-yl)-5,6,7,8-tetrahydroimidazo[1,5-a]pyridine-1-carboxamide